FC(C1=CC=CC(=N1)C(=O)NC=1C(=CC=2N(C1)C=C(N2)C2CCC(CC2)CO)OC(C)C)F 6-(difluoromethyl)-N-[2-[4-(hydroxymethyl)cyclohexyl]-7-isopropoxy-imidazo[1,2-a]pyridin-6-yl]pyridin-2-carboxamide